NC=1C=C(N(C1)C)C(=O)NC=1C=C(N(C1)C)C(=O)OC methyl 4-(4-amino-1-methyl-1H-pyrrole-2-carboxamido)-1-methyl-1H-pyrrole-2-carboxylate